mono-bromotrisilanol Br[SiH]([SiH2][SiH3])O